O[C@H]1CN(CC1)C (R)-3-hydroxy-1-methyltetrahydropyrrole